C(C)(C)(C)OC(=O)N1CC(C(CC1)CO)F 3-fluoro-4-(hydroxymethyl)piperidine-1-carboxylic acid tert-butyl ester